N-(2-chlorophenyl)-4-(4,4,5,5-tetramethyl-1,3,2-dioxaborolan-2-yl)benzamide ClC1=C(C=CC=C1)NC(C1=CC=C(C=C1)B1OC(C(O1)(C)C)(C)C)=O